OC1=C(C=C(C=C1)C=CCCCC)OC 4-hydroxy-3-methoxyphenylhexene